3-(((6-(((3-acetoxypropyl)(methoxy)phosphoryl)oxy)-3'-methyl-4-pentyl-[1,1'-biphenyl]-2-yl)oxy)(methoxy)phosphoryl)propyl acetate C(C)(=O)OCCCP(=O)(OC)OC1=C(C(=CC(=C1)CCCCC)OP(=O)(OC)CCCOC(C)=O)C1=CC(=CC=C1)C